COC(=O)[C@@H]1C[C@H](CCC1)OC=1C(=NC(=CC1)C=1SC(=CC1C=O)Cl)C (1S,3S)-3-((6-(5-chloro-3-formylthiophen-2-yl)-2-methylpyridin-3-yl)oxy)cyclohexane-1-carboxylic acid methyl ester